C(C)(=O)O.OCCN1CN(C=C1)C 1-(2-hydroxyethyl)-3-methylimidazole acetate